4-(1,1-dimethylpropyl)cyclohexanone CC(CC)(C)C1CCC(CC1)=O